methyl (E)-9-(4,4,5,5-tetramethyl-1,3,2-dioxaborolan-2-yl)non-8-enoate CC1(OB(OC1(C)C)/C=C/CCCCCCC(=O)OC)C